(S)-N-(2,6-dichlorophenyl)-4-methoxy-2-((3-methyl-4-((1-methylpyrrolidin-3-yl)oxy)phenyl)amino)pyrimidine-5-carboxamide ClC1=C(C(=CC=C1)Cl)NC(=O)C=1C(=NC(=NC1)NC1=CC(=C(C=C1)O[C@@H]1CN(CC1)C)C)OC